OC1=C2C(=CC(OC2=C(C(=C1C(CC(C)C)=O)O)CC=C(C)C)=O)C1=CC=CC=C1 5,7-Dihydroxy-8-(3-methyl-2-butenyl)-6-(3-methylbutyryl)-4-phenylcoumarin